1-methyl-3-(2-methoxyethyl)-2-imidazolidinone CN1C(N(CC1)CCOC)=O